2-oxo-N-[4-(1,1,3,3-tetrafluoro-2-hydroxypropan-2-yl)phenyl]-1-[2-(2,2,2-trifluoroethoxy)phenyl]-1,2-dihydropyridine-3-carboxamide O=C1N(C=CC=C1C(=O)NC1=CC=C(C=C1)C(C(F)F)(C(F)F)O)C1=C(C=CC=C1)OCC(F)(F)F